tert-Butyl {[3-(3-methyl-5-nitropyridin-2-yl)-1,2,4-oxadiazol-5-yl]methyl}carbamate CC=1C(=NC=C(C1)[N+](=O)[O-])C1=NOC(=N1)CNC(OC(C)(C)C)=O